CN(C(CNS(=O)(=O)C1=CC=C2C=CNC2=C1)C1=NN(C2=CC=CC=C12)C)C N-(2-(dimethylamino)-2-(1-methyl-1H-indazol-3-yl)ethyl)-1H-indole-6-sulfonamide